(2S,4R)-4-(2-((5-methyl-6-phenylpyridin-3-yl)amino)-2-oxoethyl)-1-(2-methylbenzofuro[3,2-d]pyrimidin-4-yl)pyrrolidine-2-carboxylic acid CC=1C=C(C=NC1C1=CC=CC=C1)NC(C[C@H]1C[C@H](N(C1)C=1C2=C(N=C(N1)C)C1=C(O2)C=CC=C1)C(=O)O)=O